N-(5-Chloro-6-(1,1-dioxidoisothiazolidin-2-yl)pyridin-3-yl)-1-(isochinolin-8-yl)-5-(trifluoromethyl)-1H-pyrazol-4-carboxamid ClC=1C=C(C=NC1N1S(CCC1)(=O)=O)NC(=O)C=1C=NN(C1C(F)(F)F)C=1C=CC=C2C=CN=CC12